3-(Methylsulfonyl)cyclobutyl (8-amino-7-fluoro-6-(8-methyl-2,3-dihydro-1H-pyrido[2,3-b][1,4]oxazin-7-yl)isoquinolin-3-yl)carbamate NC=1C(=C(C=C2C=C(N=CC12)NC(OC1CC(C1)S(=O)(=O)C)=O)C1=C(C2=C(OCCN2)N=C1)C)F